3-(N-(4-ethoxyphenyl)sulfamoyl)-4-methyl-N-(3-nitrophenyl)benzamide C(C)OC1=CC=C(C=C1)NS(=O)(=O)C=1C=C(C(=O)NC2=CC(=CC=C2)[N+](=O)[O-])C=CC1C